tetrafluorobenzene-1,4-diol FC1=C(C(=C(C(=C1O)F)F)O)F